(E)-N-(4-(1-(6-(4-(5-(2-(2,6-dioxopiperidin-3-yl)-1-oxoisoindolin-4-yl)pent-4-yn-1-yl)piperazin-1-yl)nicotinoyl)piperidin-4-yl)butyl)-3-(pyridin-3-yl)acrylamide O=C1NC(CCC1N1C(C2=CC=CC(=C2C1)C#CCCCN1CCN(CC1)C1=NC=C(C(=O)N2CCC(CC2)CCCCNC(\C=C\C=2C=NC=CC2)=O)C=C1)=O)=O